N-(2-(aminomethyl)phenyl)-N-methylmethanesulfonamide NCC1=C(C=CC=C1)N(S(=O)(=O)C)C